ethyl 2-(3-((tert-butoxycarbonyl) (methyl) amino) pyrrolidin-1-yl)-4-ethoxypyrimidine-5-carboxylate C(C)(C)(C)OC(=O)N(C1CN(CC1)C1=NC=C(C(=N1)OCC)C(=O)OCC)C